N(=[N+]=[N-])CC(CC)(C)CN=[N+]=[N-] 3,3-bis-azidomethylbutane